FC(C=1C(=C(C=CC1)[C@@H](C)NC(=O)C1=CN(C(C=C1N[C@@H]1C=2N(CCC1)C=NC2)=O)C2(CC2)C(F)F)F)F N-((R)-1-(3-(difluoromethyl)-2-fluorophenyl)ethyl)-1-(1-(difluoromethyl)cyclopropyl)-6-oxo-4-(((S)-5,6,7,8-tetrahydroimidazo[1,5-a]pyridin-8-yl)amino)-1,6-dihydropyridine-3-carboxamide